N-((S)-1,1-dicyclopropyl-3-((2-fluoro-4-((S)-1-oxo-1-(((S)-1,1,1-trifluoropropan-2-yl)amino)propan-2-yl)phenyl)amino)-3-oxopropan-2-yl)-1-isopropyl-1H-pyrazole-5-carboxamide C1(CC1)C([C@@H](C(=O)NC1=C(C=C(C=C1)[C@@H](C(N[C@H](C(F)(F)F)C)=O)C)F)NC(=O)C1=CC=NN1C(C)C)C1CC1